((1r,3r)-3-((5-(3-fluoroimidazo[1,2-a]pyridin-6-yl)-7H-pyrrolo[2,3-d]pyrimidin-2-yl)amino)-1-methylcyclobutyl)(pyrrolidin-1-yl)methanone FC1=CN=C2N1C=C(C=C2)C2=CNC=1N=C(N=CC12)NC1CC(C1)(C)C(=O)N1CCCC1